chlorotrityl-tin Cl[Sn]C(C1=CC=CC=C1)(C1=CC=CC=C1)C1=CC=CC=C1